FC(C1=CC=C(C=N1)O)(F)F 6-(trifluoromethyl)pyridin-3-ol